4-(2-(Benzoylamino(carboxy)methyl)phenyl)-3-methylbutanoic acid C(C1=CC=CC=C1)(=O)NC(C1=C(C=CC=C1)CC(CC(=O)O)C)C(=O)O